tert-butyl 3-(2-hydroxy-3,5-bis(trifluoromethyl)phenyl)-2-oxoimidazolidine-1-carboxylate OC1=C(C=C(C=C1C(F)(F)F)C(F)(F)F)N1C(N(CC1)C(=O)OC(C)(C)C)=O